[Cu].NN1C=NNC1=O (4-amino-1,2,4-triazol-5-one) copper